N-benzyl-p-cyano-phenyl-methylamine C(C1=CC=CC=C1)N(C)C1=CC=C(C=C1)C#N